CC1C(C(=C(C1)C)C)(C)C.CC1C(C(=C(C1)C)C)(C)C.[Mg] magnesium bis(pentamethylcyclopentene)